FC(C(C)(C)O)(F)C=1C(=C(C=CC1)[C@@H](C)NC1=NC(=NC2=CC3=C(C=C12)N(C([C@@]3(C)O)=O)C)C)F (S)-4-(((R)-1-(3-(1,1-difluoro-2-hydroxy-2-methylpropyl)-2-fluorophenyl)ethyl)amino)-8-hydroxy-2,6,8-trimethyl-6,8-dihydro-7H-pyrrolo[2,3-g]quinazolin-7-one